tert-butyl 4-acetamido-5-(3-fluoro-4-((6-methylpyridin-2-yl) oxy) phenyl)-7,8-dihydro-6H-imidazo[1',2':1,5]pyrrolo[2,3-d]pyrimidine-6-carboxylate C(C)(=O)NC=1C2=C(N=CN1)N1C(=C2C2=CC(=C(C=C2)OC2=NC(=CC=C2)C)F)N(CC1)C(=O)OC(C)(C)C